3-Chloro-4-phenyl-1H-pyrrole-2,5-dione ClC=1C(NC(C1C1=CC=CC=C1)=O)=O